4-(2-fluoro-6-methoxyphenyl)-N-(5-(((S)-5-hydroxy-5,6,7,8-tetrahydroquinolin-2-yl)methoxy)-1,3,4-thiadiazol-2-yl)-6-methylnicotinamide FC1=C(C(=CC=C1)OC)C1=CC(=NC=C1C(=O)NC=1SC(=NN1)OCC1=NC=2CCC[C@@H](C2C=C1)O)C